C1(CC1)N (+)-cyclopropylamine